S(N)(=O)(=O)CC(=O)OC Methyl 2-sulfamoylacetat